P(=O)(O)(O)O.O1C(C=CC2=C1C=CC=C2)=O Benzopyrone phosphate